FC1=CC=C2C=CNC(C2=C1F)=O 7,8-difluoroisoquinolin-1(2H)-one